1-(r-butyl) 2,4-dimethyl (2S)-4-((5-methyl-3-nitropyridin-2-yl)oxy)pyrrolidine-1,2,4-tricarboxylate CC=1C=C(C(=NC1)OC1(C[C@H](N(C1)C(=O)OCCCC)C(=O)OC)C(=O)OC)[N+](=O)[O-]